dimethylmercaptoiminoiodide CS(C)N(I)I